CC=1C=C(C=C(C1)C)[Mg]Br 3,5-dimethylphenylmagnesium bromide